N1,N4-bis(4'-amino-2,2'-bis(trifluoromethyl)-[1,1'-biphenyl]-4-yl)terephthalamide NC1=CC(=C(C=C1)C1=C(C=C(C=C1)NC(C1=CC=C(C(=O)NC2=CC(=C(C=C2)C2=C(C=C(C=C2)N)C(F)(F)F)C(F)(F)F)C=C1)=O)C(F)(F)F)C(F)(F)F